tris(N-methylcyclohexylamino)vinylsilane CN(C1CCCCC1)C(=C(N(C)C1CCCCC1)N(C)C1CCCCC1)[SiH3]